lactic acid, n-butyl ester C(C(O)C)(=O)OCCCC